N,N,N-trimethyl-2-oxo-2-((4-(4-((2-((tritylamino)oxy)acetamido)methyl)-1H-1,2,3-triazole-1-yl)phenyl)amino)ethanaminium Chloride [Cl-].C[N+](CC(NC1=CC=C(C=C1)N1N=NC(=C1)CNC(CONC(C1=CC=CC=C1)(C1=CC=CC=C1)C1=CC=CC=C1)=O)=O)(C)C